6-(3-(6-(((3S,4S)-4-fluoropyrrolidin-3-yl)amino)pyridin-2-yl)imidazo[1,2-a]pyrazin-6-yl)-2-oxa-6-azaspiro[3.4]octan-7-one F[C@@H]1[C@H](CNC1)NC1=CC=CC(=N1)C1=CN=C2N1C=C(N=C2)N2CC1(COC1)CC2=O